CNS(=O)C(C)C 2-N-(+)-methyl-2-propanesulfinamide